FC1=C(OCC2=NC=CC(=C2)O[C@@H]2C[C@@H](N(CC2)CC2=NC3=C(N2C[C@H]2OCC2)C=C(C=C3)C(=O)O)C)C=CC(=C1)F 2-{[(2S,4S)-4-({2-[(2,4-difluorophenoxy)methyl]pyridin-4-yl}oxy)-2-methylpiperidin-1-yl]methyl}-1-{[(2S)-oxetan-2-yl]methyl}-1H-1,3-benzodiazole-6-carboxylic acid